FC=1C=NC=C(C1N1C(N(C=2C=NC=3C=C(C(=CC3C21)C2=NN(N=C2)C)OC)C)=O)C 1-(3-Fluoro-5-methylpyridin-4-yl)-7-methoxy-3-methyl-8-(2-methyl-2H-1,2,3-triazol-4-yl)-1,3-dihydroimidazo[4,5-c]quinolin-2-one